ClC1=C(C(=O)O)C=CC(=C1)N1CC(CC1)CC#N 2-chloro-4-(3-(cyanomethyl)pyrrolidin-1-yl)benzoic acid